ethyl 1-cyclopropyl-5-(trifluoromethyl)-1H-pyrazole-4-carboxylate C1(CC1)N1N=CC(=C1C(F)(F)F)C(=O)OCC